rel-(2r,3s,5r)-4-[[3-(3,4-difluoro-2-methoxy-phenyl)-5-ethyl-5-(trifluoromethyl)tetrahydrofuran-2-carbonyl]amino]pyridine-2-carboxamide FC=1C(=C(C=CC1F)[C@H]1[C@@H](O[C@](C1)(C(F)(F)F)CC)C(=O)NC1=CC(=NC=C1)C(=O)N)OC |o1:8,9,11|